N-(6-((dimethylamino)methylene)-5-oxo-5,6,7,8-tetrahydronaphthalen-2-yl)acetamide CN(C)C=C1C(C=2C=CC(=CC2CC1)NC(C)=O)=O